4,5-dichloro-2-(((2S,4S)-rel-4-(hydroxymethyl)-2-methylpiperidin-1-yl)methyl)phenol ClC1=CC(=C(C=C1Cl)O)CN1[C@H](C[C@H](CC1)CO)C |o1:11,13|